O1CCN(CC1)C1=CC=C(N=N1)NC1C[C@@H]2[C@@H](CN(C2)CC2CCOCC2)C1 (3aR,5s,6aS)-N-(6-morpholinopyridazin-3-yl)-2-(tetrahydropyran-4-ylmethyl)-3,3a,4,5,6,6a-hexahydro-1H-cyclopenta[c]pyrrol-5-amine